C(CCC)N1C(N(C(C(C1=O)=C(N)N)=O)C1CCC(CC1)OC1C(NC(C1(C)C)=O)=O)=O 1-Butyl-5-(diaminomethylene)-3-((1s,4s)-4-((4,4-dimethyl-2,5-dioxopyrrolidin-3-yl)oxy)cyclohexyl)pyrimidine-2,4,6(1H,3H,5H)-trione